FC1=C2CCN(C2=CC(=C1)F)CC1=C(OC2=CC=C(C=C2C1=O)C(=O)O)N1CCOCC1 [(4,6-difluoroindolin-1-yl)methyl]-2-morpholino-4-oxo-chromene-6-carboxylic acid